CN1N=CC=C1C1=CC(=NC=2N1C=CC2C(C)=O)N2[C@@H](COCC2)C (R)-1-(4-(1-methyl-1H-pyrazol-5-yl)-2-(3-methylmorpholino)pyrrolo[1,2-a]pyrimidin-8-yl)ethan-1-one